BrC=1C=CC2=C(N(C=N2)COCC[Si](C)(C)C)C1 6-bromo-1-((2-(trimethylsilyl)ethoxy)methyl)-1H-benzo[d]imidazole